N-[(2-methylpropan-2-yl)oxycarbonyl]Carbamic acid tert-butyl ester C(C)(C)(C)OC(NC(=O)OC(C)(C)C)=O